CON(C(=O)C=1N=CN2C1N=C(C=C2C2=CC=NN2C)N2[C@@H](COCC2)C)C (R)-N-methoxy-N-methyl-4-(1-methyl-1H-pyrazol-5-yl)-2-(3-methyl-morpholino)imidazo[1,5-a]pyrimidine-8-carboxamide